5-(4-amino-1-(6-(piperazin-1-yl)pyrimidin-4-yl)-1H-pyrazolo[3,4-d]pyrimidin-3-yl)benzo[d]oxazol-2-amine Trifluoroacetic Acid Salt FC(C(=O)O)(F)F.NC1=C2C(=NC=N1)N(N=C2C=2C=CC1=C(N=C(O1)N)C2)C2=NC=NC(=C2)N2CCNCC2